FC(C=1N=CC=C2C1NC(C2=O)=O)(F)F 7-(trifluoromethyl)-1H-pyrrolo[2,3-C]pyridine-2,3-dione